3-Chlorobenzyl ((S)-1-(((S)-5-((1-benzylcyclopropyl)(methyl)amino)-1,5-dioxopentan-2-yl)amino)-3-cyclohexyl-1-oxopropan-2-yl)carbamate C(C1=CC=CC=C1)C1(CC1)N(C(CC[C@@H](C=O)NC([C@H](CC1CCCCC1)NC(OCC1=CC(=CC=C1)Cl)=O)=O)=O)C